tert-butyl (3R,4S)-4-[2-cyano-4-[2-([6-methoxy-5-[4-(oxetan-3-yl)piperazin-1-yl]pyridin-2-yl]amino)pyrimidin-4-yl]phenoxy]-3-fluoropiperidine-1-carboxylate C(#N)C1=C(O[C@@H]2[C@@H](CN(CC2)C(=O)OC(C)(C)C)F)C=CC(=C1)C1=NC(=NC=C1)NC1=NC(=C(C=C1)N1CCN(CC1)C1COC1)OC